BrC1=NC(=CC=C1)OCC1=C(C=CC(=C1)Cl)F 2-Bromo-6-[(5-chloro-2-fluoro-phenyl)methoxy]pyridine